bromo-6-isopropyl-2-[(N-methyl-N-methylsulfonylamino)]-pyrimidine BrC1=NC(=NC(=C1)C(C)C)N(S(=O)(=O)C)C